ClC1=C(C=CC(=C1)OC)C1=C2N=C3CCCC3=C(N2N=C1C)NC(CC)CC 10-(2-chloro-4-methoxyphenyl)-11-methyl-N-(pentan-3-yl)-1,8,12-triazatricyclo[7.3.0.03,7]dodeca-2,7,9,11-tetraen-2-amine